2-(ethoxymethyl)-1-{[1-(methylsulfonyl)piperidin-4-yl]methyl}-7-(pyridin-3-yl)-1H-imidazo[4,5-c]quinolin-4-amine C(C)OCC=1N(C2=C(C(=NC=3C=C(C=CC23)C=2C=NC=CC2)N)N1)CC1CCN(CC1)S(=O)(=O)C